(S)-N-((2-(6-Cyclopropylpyrazin-2-yl)pyrido[3,4-b]pyrazin-7-yl)methyl)-4-fluoro-4-methylisochromane-6-carboxamide C1(CC1)C1=CN=CC(=N1)C=1N=C2C(=NC1)C=NC(=C2)CNC(=O)C=2C=C1[C@](COCC1=CC2)(C)F